6'-(((1S,3S)-3-((6-Methyl-1,2,4-triazin-3-yl)amino)cyclopentyl)amino)-3-(trifluoromethoxy)-2H-[1,3'-bipyridin]-2-one CC1=CN=C(N=N1)N[C@@H]1C[C@H](CC1)NC1=CC=C(C=N1)N1C(C(=CC=C1)OC(F)(F)F)=O